(S)-1-cyano-N-(5-(3,5-dimethylisoxazol-4-yl)thiazolo[5,4-b]pyridin-2-yl)pyrrolidine-3-carboxamide C(#N)N1C[C@H](CC1)C(=O)NC=1SC2=NC(=CC=C2N1)C=1C(=NOC1C)C